2-((2-(3,4-dimethoxyphenyl)-3-isopropyl-1H-indol-5-yl)oxy)-N-methyl-N-(piperidin-3-yl)acetamide COC=1C=C(C=CC1OC)C=1NC2=CC=C(C=C2C1C(C)C)OCC(=O)N(C1CNCCC1)C